C(C)(C)(C)OC(=O)N1CCC(=CC1)C1=C(C=C(C=C1)NC(=O)C1=CC(=C(C=C1)C=1CCN(CC1)C(=O)OC(C)(C)C)F)C tert-butyl 4-{4-[(4-{1-[(tert-butoxy)carbonyl]-1,2,3,6-tetrahydropyridin-4-yl}-3-methylphenyl) carbamoyl]-2-fluorophenyl}-1,2,3,6-tetrahydropyridine-1-carboxylate